C(CCC)C=1C(=C(C2=CC=CC=C2C1)S(=O)(=O)[O-])CCCC.[Na+] sodium dibutyl-naphthalenesulfonate